N-(5-cyclopentyl-1H-pyrazol-3-yl)-6,8-dimethylpyrrolo[1,2-a]pyrazin-1-amine C1(CCCC1)C1=CC(=NN1)NC=1C=2N(C=CN1)C(=CC2C)C